OC=1C(=C(C(=CC1)C)NC(=O)C1=CN=C(S1)NC1=NC(=CC=C1C)NC(C1=CC=C(C=C1)C(F)(F)F)=O)C N-(3-Hydroxy-2,6-dimethylphenyl)-2-((3-methyl-6-(4-(trifluoromethyl)benzamido)pyridin-2-yl)amino)thiazole-5-carboxamide